(3aR,5S,6R,6aR)-5-[3-(2,3-dihydro-1,4-benzodioxin-6-ylmethyl)-4-methylbenzoyl]-2,2-dimethyl-tetrahydrofuran O1CCOC2=C1C=CC(=C2)CC=2C=C(C(=O)[C@@H]1CCC(O1)(C)C)C=CC2C